F[C@H]1C[C@@H](N(C1)C1=NC=2N(C=C1)N=CC2C(=O)NC2CCN(CC2)CC2=CC(=CC=C2)O)C2=CC(=CC(=C2)SC)F 5-[(2R,4S)-4-fluoro-2-[3-fluoro-5-(methylsulfanyl)phenyl]pyrrolidin-1-yl]-N-{1-[(3-hydroxyphenyl)methyl]piperidin-4-yl}pyrazolo[1,5-a]pyrimidine-3-carboxamide